9-(4-ethynylphenyl)carbazole C(#C)C1=CC=C(C=C1)N1C2=CC=CC=C2C=2C=CC=CC12